O=C1OC([C@H]([C@@H]1NC(O)=O)NC(O)=O)=O.CN(C(O)=O)C dimethylcarbamic acid ((3S,4S)-2,5-dioxotetrahydrofuran-3,4-diyl)dicarbamate